C(CCCCCCC)NC=1C=C2N=C3C=C(C(=CC3=NC2=CC1)NC1=CC(=C(C(=C1)OC)OC)OC)N N7-octyl-N2-(3,4,5-trimethoxyphenyl)phenazine-2,3,7-triamine